(S)-N-(2-methoxy-1-phenylethyl)-2-(piperidin-4-yl)benzo-[d]thiazole-6-carboxamide COC[C@H](C1=CC=CC=C1)NC(=O)C1=CC2=C(N=C(S2)C2CCNCC2)C=C1